ClC1=CC(=C2C[C@H](CC2=C1)NC1=NC=C(C=N1)C(=O)N1CCC12COC2)F |o1:6| (S or R)-(2-((6-chloro-4-fluoro-2,3-dihydro-1H-inden-2-yl)amino)pyrimidin-5-yl)(6-oxa-1-azaspiro[3.3]heptan-1-yl)methanone